O=C1N(CCC1)C(=O)[O-] 2-oxo-pyrrolidine-1-carboxylate